FC(C1(CC1)C1=CC(=NC=C1)CC1CC2(CN(C2)C(=O)N2C[C@@H]3[C@@H](OCC(N3)=O)CC2)C1)(F)F (4aR,8aS)-6-[6-[[4-[1-(trifluoromethyl)cyclopropyl]-2-pyridyl]methyl]-2-azaspiro[3.3]heptane-2-carbonyl]-4,4a,5,7,8,8a-hexahydropyrido[4,3-b][1,4]oxazin-3-one